6-{4-[(1-{[3-methyl-4-(propan-2-yl)phenyl]carbamoyl}-D-prolyl)amino]phenyl}pyridine-3-carboxylic acid CC=1C=C(C=CC1C(C)C)NC(=O)N1[C@H](CCC1)C(=O)NC1=CC=C(C=C1)C1=CC=C(C=N1)C(=O)O